N=1C=CN2N=CC(=CC21)C(=O)N imidazo[1,2-b]pyridazine-7-carboxamide